BrC=1C(=CC=C2C=CC=NC12)C 8-bromo-7-methylquinoline